1-(2-fluoro-4-nitrophenyl)piperidine-4-carbaldehyde FC1=C(C=CC(=C1)[N+](=O)[O-])N1CCC(CC1)C=O